C1(=CC=CC=C1)C(CCCNC(=O)C1CCNCC1)C1=CC=CC=C1 4-((4,4-diphenylbutyl)carbamoyl)piperidine